ClC1=NC=C2C=C3C(=NC2=C1C#N)C=CC=C3 3-Chlorobenzo[b][1,6]naphthyridine-4-carbonitrile